[Si](C)(C)(C(C)(C)C)OC/C=C/B(O)O (E)-(3-((tert-butyldimethylsilyl)oxy)prop-1-en-1-yl)boronic acid